4-(decanoyloxy)benzoate C(CCCCCCCCC)(=O)OC1=CC=C(C(=O)[O-])C=C1